S(=O)(=O)([O-])S(=O)(=O)[O-].[Na+].[Na+] sodium dithionate